N-((1r,4r)-4-((3-(3-acetylphenyl)-2-oxo-2,3-dihydro-1H-benzo[d]imidazol-1-yl)methyl)cyclohexyl)-5-chloro-2-methylnicotinamide C(C)(=O)C=1C=C(C=CC1)N1C(N(C2=C1C=CC=C2)CC2CCC(CC2)NC(C2=C(N=CC(=C2)Cl)C)=O)=O